2-(3-chloro-6-oxo-4-(2,2,2-trifluoroethoxy)pyridazin-1(6H)-yl)acetic acid ClC1=NN(C(C=C1OCC(F)(F)F)=O)CC(=O)O